NC1=C(C=C(C=N1)C=1C=NN(C1)C1CCN(CC1)CC=1C=C2CN(C(C2=CC1F)=O)C1C(NC(CC1)=O)=O)O[C@H](C)C1=C(C(=CC=C1Cl)F)Cl 3-(5-((4-(4-(6-amino-5-((R)-1-(2,6-dichloro-3-fluorophenyl)ethoxy)pyridin-3-yl)-1H-pyrazol-1-yl)piperidin-1-yl)methyl)-6-fluoro-1-oxoisoindolin-2-yl)piperidine-2,6-dione